Tert-butyl 2-(2-(4,4-dimethyltetrahydro-2H-pyran-2-yl)phenyl)-2-((R)-3-(4-(5,6,7,8-tetrahydro-1,8-naphthyridin-2-yl)butoxy)pyrrolidin-1-yl)acetate CC1(CC(OCC1)C1=C(C=CC=C1)C(C(=O)OC(C)(C)C)N1C[C@@H](CC1)OCCCCC1=NC=2NCCCC2C=C1)C